7-cyclopentyl-2-{5-[4-(2-hydroxy-2-methylpropyl)-piperazin-1-yl]-pyridin-2-ylamino}-7H-pyrrolo[2,3-d]pyrimidine-6-carboxylic acid C1(CCCC1)N1C(=CC2=C1N=C(N=C2)NC2=NC=C(C=C2)N2CCN(CC2)CC(C)(C)O)C(=O)O